carbene Zinc C=[Zn]